5,10,15,20-tetrakis(dimethylaminophenyl)porphyrin CN(C)C1=C(C=CC=C1)C=1C2=CC=C(N2)C(=C2C=CC(C(=C3C=CC(=C(C=4C=CC1N4)C4=C(C=CC=C4)N(C)C)N3)C3=C(C=CC=C3)N(C)C)=N2)C2=C(C=CC=C2)N(C)C